ClC=1C=C2C(=NC=NC2=C(C1C1=C(C=CC=C1OC)F)F)N1[C@@H](CN(CC1)C(C=C)=O)C 1-((3R)-4-(6-chloro-8-fluoro-7-(2-fluoro-6-methoxy-phenyl)quinazolin-4-yl)-3-methyl-piperazin-1-yl)prop-2-en-1-one